4-bromo-N-(4-fluorophenyl)-N-methylpyridine-2-carboxamide BrC1=CC(=NC=C1)C(=O)N(C)C1=CC=C(C=C1)F